N,N-diethyl-carbamoyl chloride C(C)N(C(=O)Cl)CC